C(C1=CC=CC=C1)OC1=C(C2=CC=CC=C2C=C1)C1=CC=CC=C1 2-(Benzyloxy)-1-phenylnaphthalene